5-amino-2,4-diphenyl-pyrimidine NC=1C(=NC(=NC1)C1=CC=CC=C1)C1=CC=CC=C1